CC1=CC=C(C(=O)O[C@H](C(=O)[O-])[C@@H](C(=O)[O-])OC(C2=CC=C(C=C2)C)=O)C=C1 (2S,3S)-2,3-bis(4-methylbenzoyloxy)-succinate